benzylheptyldimethylammonium C(C1=CC=CC=C1)[N+](C)(C)CCCCCCC